2-methyl-2-{5-[(3-{5-[({1-[2-oxo-2-(pyrrolidin-1-yl)ethyl]piperidin-4-yl}amino)methyl]-1-(2,2,2-trifluoroethyl)-1H-indol-2-yl}prop-2-yn-1-yl)amino]pyridin-2-yl}propanenitrile CC(C#N)(C)C1=NC=C(C=C1)NCC#CC=1N(C2=CC=C(C=C2C1)CNC1CCN(CC1)CC(N1CCCC1)=O)CC(F)(F)F